(2S,3S,4R,5R)-5-(2-(5-chloropyridin-3-yl)-6-(((4-methoxypyridin-2-yl)methyl)amino)-9H-purin-9-yl)-3,4-dihydroxyl-N-methyltetrahydrofuran-2-carboxamide ClC=1C=C(C=NC1)C1=NC(=C2N=CN(C2=N1)[C@H]1[C@@H]([C@@H]([C@H](O1)C(=O)NC)O)O)NCC1=NC=CC(=C1)OC